O[C@H](C)C=1C=C2C(=CC=NC2=CC1)C(=O)O |r| Racemic-(R)-6-(1-hydroxyethyl)quinoline-4-carboxylic acid